BrC=1C=C(C=CC1)[C@@H](C)NC1=NC(=NC2=CC(=C(C=C12)OC)OCCCCCCCN1CCC(CC1)C=1C=C2CN(C(C2=CC1F)=O)C1C(NC(CC1)=O)=O)C 3-(5-(1-(7-((4-(((R)-1-(3-bromophenyl)ethyl)amino)-6-methoxy-2-methyl-quinazolin-7-yl)oxy)heptyl)piperidin-4-yl)-6-fluoro-1-oxoisoindolin-2-yl)piperidine-2,6-dione